FC(C=1C=C(C=C(C1)C(F)(F)F)N(C1=NC2=C(N1)C(=CC=C2)C(F)(F)F)C)(F)F N-(3,5-bis(trifluoromethyl)phenyl)-N-methyl-7-(trifluoromethyl)-1H-benzo[d]imidazol-2-amine